C(C=1C(C(=O)[O-])=CC=CC1)(=O)[O-].C[N+](C1=CC=CC=C1)(C)C.C[N+](C)(C)C1=CC=CC=C1 trimethylphenyl-ammonium phthalate